spiro[bicyclo[2.2.1]heptane-3,1'-cyclohexan] C12(CCCCC1)CC1CCC2C1